C(C1=CC=CC=C1)N1CC2=C(OC(C(N2)=O)C(=O)[O-])CC1 6-benzyl-4,5,7,8-tetrahydropyrido[4,3-b][1,4]oxazin-3-oneAt